tert-Butyl (E)-(2-(((3-(2-(2-aminothiazol-5-yl)-2-(methoxyimino)acetamido)-4-oxoazetidin-2-yl)methyl)thio)ethyl)carbamate NC=1SC(=CN1)/C(/C(=O)NC1C(NC1=O)CSCCNC(OC(C)(C)C)=O)=N/OC